FC(S(=O)(=O)[O-])(F)F.C[N+](C1=NC=C(C=C1)C(=O)OC1=C(C(=CC(=C1F)F)F)F)(C)C N,N,N-trimethyl-5-((2,3,5,6-tetrafluorophenoxy)carbonyl)-pyridin-2-aminium trifluoromethanesulfonate